Phenyl-Acetic Anhydride C1(=CC=CC=C1)CC(=O)OC(CC1=CC=CC=C1)=O